C(C)C(CC1=C(C=C(S1)C1=C2C(SC(=C2)[Sn](C)(C)C)=C(C2=C1SC(=C2)[Sn](C)(C)C)C=2SC(=C(C2)Cl)CC(CCCC)CC)Cl)CCCC (4,8-bis(5-(2-ethylhexyl)-4-chlorothien-2-yl)benzo[1,2-b:4,5-b']dithiophene-2,6-diyl)bis(trimethylstannane)